(S)-4-(4-(3-(4-ethoxy-3-methoxyphenyl)-1,2,4-oxadiazol-5-yl)piperidine-1-carbonyl)-1-phenylpyrrolidin-2-one C(C)OC1=C(C=C(C=C1)C1=NOC(=N1)C1CCN(CC1)C(=O)[C@H]1CC(N(C1)C1=CC=CC=C1)=O)OC